1,2,4-triglycidyl-phenoxybenzene C(C1CO1)C1(OC2=CC=CC=C2)C(C=C(C=C1)CC1CO1)CC1CO1